5-(2-oxo-2-(7-(4-(trifluoromethyl)phenoxy)-3,4-dihydroisoquinolin-2(1H)-yl)ethyl)piperidin-2-one O=C(CC1CCC(NC1)=O)N1CC2=CC(=CC=C2CC1)OC1=CC=C(C=C1)C(F)(F)F